5-[4-amino-5-(trifluoromethyl)pyrrolo[2,1-f][1,2,4]triazin-7-yl]-N-{1-[(2,2-difluorocyclopropyl)methyl]-4-fluoropyrrolidin-3-yl}-2-methoxypyridine-3-carboxamide NC1=NC=NN2C1=C(C=C2C=2C=C(C(=NC2)OC)C(=O)NC2CN(CC2F)CC2C(C2)(F)F)C(F)(F)F